(((2R)-2-(5-chloropyridin-2-yl)-10-methyl-7,10-dihydro-2H-pyrano[3,2-H]isoquinolin-9(8H)-yl)methyl)-4-fluoro-1-(((S)-oxetan-2-yl)methyl)-1H-benzo[d]imidazole-6-carboxylic acid ClC=1C=CC(=NC1)[C@H]1C=CC=2C=CC=3CCN(C(C3C2O1)C)CC1=NC2=C(N1C[C@H]1OCC1)C=C(C=C2F)C(=O)O